(6-(2-(2,4-difluorophenyl)-2-methylpropionyl) Pyridin-3-yl)carbamate FC1=C(C=CC(=C1)F)C(C(=O)C1=CC=C(C=N1)NC([O-])=O)(C)C